C(C)OC(=O)C1=C(N=C(S1)NC1=NC(=CC(=N1)CC(=O)N1CCC(CC1)O)NCC1=CC=C(C=C1)S(N)(=O)=O)C 2-[[4-[2-(4-hydroxy-piperidin-1-yl)-2-oxo-ethyl]-6-(4-sulfamoyl-benzylamino)-2-pyrimidinyl]amino]-4-methyl-5-thiazolecarboxylic acid ethyl ester